C(C=1C(C(=O)O)=CC(C(=O)O)=CC1)(=O)O.C(#N)CCN1C(=NC=C1)C1=CC=CC=C1 1-(2-cyanoethyl)-2-phenylimidazole trimellitate